4-fluoro-N-((S)-5-((1R,2S)-2-(4-fluorophenyl)cyclopropylamino)-1-oxo-1-(3-oxopiperazin-1-yl)pentan-2-yl)benzamide FC1=CC=C(C(=O)N[C@H](C(N2CC(NCC2)=O)=O)CCCN[C@H]2[C@@H](C2)C2=CC=C(C=C2)F)C=C1